C(#N)C1(CCN(CC1)CC1=NC2=C(N1CC1=CN=CN1CC)C=C(C=C2)C(=O)O)CC2=CC(=NC=C2)COC2=C(C=C(C=C2)Cl)Cl 2-{[4-cyano-4-({2-[(2,4-dichlorophenoxy)methyl]pyridin-4-yl}methyl)piperidin-1-yl]methyl}-1-[(1-ethyl-1H-imidazol-5-yl)methyl]-1H-1,3-benzodiazole-6-carboxylic acid